FC1=C(C=C(C=C1)F)C(CC#CC#CC1=C2C(=NC=C1C(=O)N)NC(=C2)[C@H]2CNCCO2)C=2C(N(C=CC2)C)=O 4-(6-(2,5-difluorophenyl)-6-(1-methyl-2-oxo-1,2-dihydropyridin-3-yl)hexa-1,3-diyne-1-yl)-2-((R)-morpholin-2-yl)-1H-pyrrolo[2,3-b]pyridine-5-carboxamide